(6-{3-[endo-3-amino-8-azabicyclo[3.2.1]octan-8-yl]-5H-pyrrolo[2,3-b]pyrazin-7-yl}-7-chloro-1,3-benzothiazol-2-yl)methanol, hydrochloride salt Cl.NC1CC2CCC(C1)N2C2=CN=C1C(=N2)NC=C1C1=C(C2=C(N=C(S2)CO)C=C1)Cl